3-(((1S,5R)-1-((dimethylamino)methyl)-3-azabicyclo[3.1.0]hex-3-yl)carbonyl)-1,5,7-trimethyl-1,5-dihydro-4H-pyrrolo[3,2-c]pyridin-4-one CN(C)C[C@]12CN(C[C@@H]2C1)C(=O)C1=CN(C2=C1C(N(C=C2C)C)=O)C